N1C=CC=2C1=NC=C(C2)OC=2C=C(C=CC2C(=O)NS(=O)(=O)C2=CC(=C(C=C2)NCC2CCOCC2)[N+](=O)[O-])C2=CC=C(C=C2)N2C(CCC2)C2=C(C=CC=C2)OC2=CC=CC=C2 3-((1H-pyrrolo[2,3-b]pyridin-5-yl)oxy)-N-((3-nitro-4-(((tetrahydro-2H-pyran-4-yl)methyl)amino)phenyl)sulfonyl)-4'-(2-(2-phenoxyphenyl)pyrrolidin-1-yl)-[1,1'-biphenyl]-4-carboxamide